N-(3-(5-chloro-2-methoxyphenyl)-1-((3-(hydroxymethyl)oxetan-3-yl)methyl)-1H-pyrazol-4-yl)pyrazolo[1,5-a]pyrimidine-3-carboxamide ClC=1C=CC(=C(C1)C1=NN(C=C1NC(=O)C=1C=NN2C1N=CC=C2)CC2(COC2)CO)OC